NC1=NC=NN2C1=C(C=C2C=2C(=CC(=C(C(=O)N[C@@H]1CN(C[C@@H]1F)C(=O)C1CC(C1)F)C2)Cl)F)C(F)(F)F 5-[4-amino-5-(trifluoromethyl)pyrrolo[2,1-f][1,2,4]triazin-7-yl]-2-chloro-4-fluoro-N-[(3R,4S)-4-fluoro-1-(3-fluorocyclobutane-carbonyl)pyrrolidin-3-yl]benzamide